hydroxy-cumene OC1=C(C=CC=C1)C(C)C